FC1=C(C(=CC2=C1C[C@@H](CS2)NCC2(COC2)C)O)N2CC(N[SH2]2=O)=O 5-[(3S)-5-fluoro-7-hydroxy-3-{[(3-methyloxetan-3-yl)methyl]amino}-3,4-dihydro-2H-1-benzothiopyran-6-yl]-1λ6,2,5-thiadiazolidine-1,3-dione